6-(5,6-Dimethoxypyridin-3-yl)-4-methyl-8-(4-(pyrrolidin-1-yl)phenyl)quinazoline COC=1C=C(C=NC1OC)C=1C=C2C(=NC=NC2=C(C1)C1=CC=C(C=C1)N1CCCC1)C